6-(hydroxymethyl)-2-{6-[(1S,3S)-3-methyl-1-(4-methyl-1,2,4-triazol-3-yl)cyclobutyl]imidazo[1,2-a]pyridin-8-yl}-4-(trifluoromethyl)-2,3-dihydro-1H-isoindol-1-one OCC1=CC(=C2CN(C(C2=C1)=O)C=1C=2N(C=C(C1)C1(CC(C1)C)C1=NN=CN1C)C=CN2)C(F)(F)F